C(C)C(C(=O)OC(COC(CCCCCCCCCCCCCCCCC)=O)CO)CCCCCCCCCCCCCCCC glycerol stearate ethyl-stearate